4,5-bis((R)-3,7-dimethyloctyloxy)-2-nitrobenzyl chloroformate ClC(=O)OCC1=C(C=C(C(=C1)OCC[C@@H](CCCC(C)C)C)OCC[C@@H](CCCC(C)C)C)[N+](=O)[O-]